methyl azide 2,2-dimethylpropionate CC(C(=O)O)(C)C.CN=[N+]=[N-]